6-(trifluoromethyl)-2-aminopyridine FC(C1=CC=CC(=N1)N)(F)F